CN(C1=NC(=CC=C1)N)C N,N-dimethylpyridine-2,6-diamine